FC(OC1=CC=C(C=C1)S(=O)(=O)N1CCOC2(C1)CCN(CC2)CCOC)F 4-((4-(Difluoromethoxy)phenyl)sulfonyl)-9-(2-methoxyethyl)-1-oxa-4,9-diazaspiro[5.5]undecane